2,7-bis(pyridin-4-yl)imidazo[1,2-a]pyridine N1=CC=C(C=C1)C=1N=C2N(C=CC(=C2)C2=CC=NC=C2)C1